C(CCCCCCCCCCCCCCCCC)(=O)[O-].C(CCCCCCCCCCCCCCCCC)(=O)[O-].C(CCCCCCCCCCCCCCCCC)(=O)[O-].C(C)(C)[Al+3] isopropyl-aluminum tristearate